cis-6-(4-chloro-3-fluorophenyl)-5-fluoro-1,3-oxazinan-2-one ClC1=C(C=C(C=C1)[C@@H]1[C@@H](CNC(O1)=O)F)F